8-fluoro-1-methyl-3-(2-methyl-3-(4,4,5,5-tetramethyl-1,3,2-dioxaborolan-2-yl)phenyl)quinazoline-2,4(1H,3H)-dione FC=1C=CC=C2C(N(C(N(C12)C)=O)C1=C(C(=CC=C1)B1OC(C(O1)(C)C)(C)C)C)=O